C12CN(CC(CC1)N2)C=2C=CC=1N=CN=C(C1N2)NC2=CC(=C(C=C2)OC2=CC1=C(N(N=N1)C)C=C2)C 6-(3,8-diazabicyclo[3.2.1]octan-3-yl)-N-(3-methyl-4-((1-methyl-1H-benzo[d][1,2,3]triazol-5-yl)oxy)phenyl)pyrido[3,2-d]pyrimidin-4-amine